6-[(tetrahydropyran-4-ylidene)methyl]-4-{[(3S)-piperidin-3-yl]amino}pyrido[3,2-d]pyrimidine-8-carboxamide O1CCC(CC1)=CC=1C=C(C=2N=CN=C(C2N1)N[C@@H]1CNCCC1)C(=O)N